(R)-N,N-Dimethyl-4-(3-methylmorpholinyl)-2-(1H-pyrrolo[2,3-b]pyridin-4-yl)-7H-pyrrolo[2,3-d]pyrimidine-7-sulfonamide CN(S(=O)(=O)N1C=CC2=C1N=C(N=C2N2[C@@H](COCC2)C)C2=C1C(=NC=C2)NC=C1)C